C(CCCCCCCCCCCCCCCCC)(=O)[O-].[Sn+4].C(CCCCCCCCCCCCCCCCC)(=O)[O-].C(CCCCCCCCCCCCCCCCC)(=O)[O-].C(CCCCCCCCCCCCCCCCC)(=O)[O-] tin stearate